P(O)(=O)(OP(=O)(O)OP(=O)(O)O)OC[C@@H]1[C@H]([C@H]([C@@H](O1)N1C(=O)N=C(N)C(=C1)C)O)O 5-Methylcytidine triphosphate